ClC=1C=C(C=CC(C)=O)C=C(C1)Cl 3,5-dichlorobenzylideneacetone